NC1C2O[C@@H](C3CC(CCC3C3NCCCC3[C@@H](C3NN(CC3C(CN1)C2)C)O)F)C (7S,20R)-23-amino-17-fluoro-7-hydroxy-4-methyl-20-methyl-21-oxa-4,5,12,24-tetraazapentacyclo[20.3.1.02,6.08,13.014,19]hexacosane